CC1(OC2=C(C1)C=CC=C2OC(=O)N(SN(CCC(=O)[O-])C(C)C)C)C N-[2,3-dihydro-2,2-dimethylbenzofuran-7-yloxycarbonyl(methyl)aminothio]-N-isopropyl-β-alaninate